2-((3-chloro-4-fluorophenyl)((1r,3r)-3-fluorocyclobutoxy)methyl)-5-methyl-4-(methyl-sulfonyl)-1H-imidazole ClC=1C=C(C=CC1F)C(C=1NC(=C(N1)S(=O)(=O)C)C)OC1CC(C1)F